5-ethyl-N-(4-methylpyridin-2-yl)-4-(pyridin-2-yl)thiazol-2-amine C(C)C1=C(N=C(S1)NC1=NC=CC(=C1)C)C1=NC=CC=C1